Cl.FC1=C2C=C(NC2=CC=C1OC1=NC=NC2=CC(=C(C=C12)OC)OC[C@@H]1C[C@H](C1)N)C Trans-3-(((4-((4-fluoro-2-methyl-1H-indol-5-yl)oxy)-6-methoxyquinazolin-7-yl)oxy)methyl)cyclobutylamine hydrochloride